C(C(C([2H])([2H])[2H])C1=C(C=CC=C1)NC1CCC(CC1)C(=O)OC)([2H])([2H])[2H] methyl (1r,4r)-4-((2-(propan-2-yl-1,1,1,3,3,3-d6)phenyl)amino)cyclohexane-1-carboxylate